ClC1=CC(=C2C(NC(N(C2=C1)C=1C(=NC=CC1)C)=C=O)=C=O)CCCO 3-(7-chloro-1-(2-methylpyridin-3-yl)-2,4-dicarbonyl-1,2,3,4-tetrahydroquinazolin-5-yl)propanol